3-(3-(1-(4-amino-3-ethyl-1H-pyrazolo[3,4-d]pyrimidin-1-yl)ethyl)-6-chloro-1H-Indazol-1-yl)benzamide NC1=C2C(=NC=N1)N(N=C2CC)C(C)C2=NN(C1=CC(=CC=C21)Cl)C=2C=C(C(=O)N)C=CC2